S1C=C(C=C1)C(=N)N Thiophene-3-carboxamidine